2-(6-{5-chloro-2-[(oxan-4-yl)amino]pyrimidin-4-yl}-1-oxo-2,3-dihydro-1H-isoindol-2-yl)-N-[(1S,2R)-2-hydroxy-1-phenylpropyl]acetamide ClC=1C(=NC(=NC1)NC1CCOCC1)C1=CC=C2CN(C(C2=C1)=O)CC(=O)N[C@H]([C@@H](C)O)C1=CC=CC=C1